Bis(benzhydryl-acetone) palladium (0) [Pd].C(C1=CC=CC=C1)(C1=CC=CC=C1)CC(C)=O.C(C1=CC=CC=C1)(C1=CC=CC=C1)CC(C)=O